tetrahydro-3-furoic acid O1CC(CC1)C(=O)O